methyl 2-bromo-5-((4-(cyclohexylthio)-5-methylpyrimidin-2-yl)amino)benzoate BrC1=C(C(=O)OC)C=C(C=C1)NC1=NC=C(C(=N1)SC1CCCCC1)C